ethyl 2-(4-methoxyphenoxy)-5-hydroxy-1,7-naphthyridine-6-carboxylate COC1=CC=C(OC2=NC3=CN=C(C(=C3C=C2)O)C(=O)OCC)C=C1